COC=1C=C2C(=NC(=NC2=CC1OC)CCCCCCCCN1CCCCC1)N[C@H](C)C=1C=C(C=CC1)C(CO)(F)F (R)-2-(3-(1-((6,7-dimethoxy-2-(8-(piperidin-1-yl)octyl)quinazolin-4-yl)amino)-ethyl)phenyl)-2,2-difluoroethan-1-ol